N=1C=C(N2C1C=NC=C2)CN2CCC1=CC=C(C=C21)C(=O)NC2=CC(=CC(=C2)C(F)(F)F)OCCN2CCOCC2 1-(imidazo[1,2-a]pyrazin-3-ylmethyl)-N-(3-(2-morpholinoethoxy)-5-(trifluoromethyl)phenyl)indoline-6-carboxamide